Cl.ClC=1C(=CC=2CC3N(C2C1)CCNC3)Cl 7,8-dichloro-1,2,3,4,10,10a-hexahydropyrazino[1,2-a]indole hydrochloride